NC1CCC(CC1)CN1CCC(CC1)(OC)C1=CC2=C(N(C(N2C)=O)C2C(NC(CC2)=O)=O)C=C1 3-[5-[1-[(4-Aminocyclohexyl)methyl]-4-methoxy-4-piperidyl]-3-methyl-2-oxo-benzimidazol-1-yl]piperidine-2,6-dione